((5-chloro-2-fluorophenoxy)methyl)-5-(1H-tetrazol-5-yl)pyridine ClC=1C=CC(=C(OCC2=NC=C(C=C2)C2=NN=NN2)C1)F